IC1=C(N=C2N1C=CC=C2)C=O 3-iodoimidazo[1,2-a]pyridine-2-carbaldehyde